heptadecyl laurate C(CCCCCCCCCCC)(=O)OCCCCCCCCCCCCCCCCC